2,6-diazaspiro[3.4]octane-6-carboxylic acid benzyl ester C(C1=CC=CC=C1)OC(=O)N1CC2(CNC2)CC1